CN(CCOC=1N=C2C(=CC=NC2=CC1)OC1=C(C=C(C=C1)NC(=O)C=1C(=NC(=C(C1O)C1=CC=C(C=C1)F)C)C)F)C N-[4-[[6-[2-(dimethylamino)ethoxy]-1,5-naphthyridin-4-yl]oxy]-3-fluorophenyl]-5-(4-fluorophenyl)-4-hydroxy-2,6-dimethylpyridine-3-carboxamide